C(C)(=O)N1CN(CN(CN(C1)C(C)=O)C(C)=O)C(C)=O 1,3,5,7-tetraacetyl-1,3,5,7-tetraazacyclooctane